L-argininamide dihydrochloride Cl.Cl.N[C@@H](CCCNC(N)=N)C(=O)N